5-methoxy-N-(methyl(oxo)(4-(5-(trifluoromethyl)-1,2,4-oxadiazol-3-yl)phenyl)-λ6-sulfaneylidene)picolinamide COC=1C=CC(=NC1)C(=O)N=S(C1=CC=C(C=C1)C1=NOC(=N1)C(F)(F)F)(=O)C